C=1(O)C(=CC(O)=CC1)C=1C(O)=CC=C(C1)O biquinolyl